C1(CC1)NC1=NC=C(C(=N1)N[C@H]1C[C@H]([C@@H](CC1)C)O)C#N 2-(cyclopropylamino)-4-((1R,3R,4R)-3-hydroxy-4-methylcyclohexylamino)pyrimidine-5-carbonitrile